1,1,1-trifluorodec-2-en-2-yl acetate C(C)(=O)OC(C(F)(F)F)=CCCCCCCC